3-thia-hexane CCSCCC